C(C=C)N([C@@H](CCS)C(=O)O)C[C@@H]1[C@H]([C@H]([C@@H](O1)N1C=NC=2C(N)=NC=NC12)[SeH])O allyl-selenoadenosyl-homocysteine